C(#N)N1[C@@H]([C@H](CC1)CNC(=O)C1=NN(C=N1)C1=CC(=CC=C1)C#N)C N-(((2R,3R)-1-cyano-2-methylpyrrolidin-3-yl)methyl)-1-(3-cyanophenyl)-1H-1,2,4-triazole-3-carboxamide